2-amino-4-((2-(ethylamino)ethyl)amino)-6-(4-(pyrrolidin-1-ylmethyl)benzyl)pyrido[4,3-d]pyrimidin-5(6H)-one NC=1N=C(C2=C(N1)C=CN(C2=O)CC2=CC=C(C=C2)CN2CCCC2)NCCNCC